butyl N,N-dinonylcarbamate C(CCCCCCCC)N(C(OCCCC)=O)CCCCCCCCC